(E)-2-(4-nitrostyryl)-1H-imidazo[4,5-f][1,10]phenanthroline [N+](=O)([O-])C1=CC=C(/C=C/C=2NC=3C(=C4C=CC=NC4=C4N=CC=CC34)N2)C=C1